(R)-N-((5-((2-oxo-1,2-dihydropyridin-4-yl)methoxy)-1-(4-(trifluoromethyl)phenyl)-1,2,3,4-tetrahydroquinolin-3-yl)methyl)acrylamide O=C1NC=CC(=C1)COC1=C2C[C@@H](CN(C2=CC=C1)C1=CC=C(C=C1)C(F)(F)F)CNC(C=C)=O